[N+](=O)([O-])C1=CC=C2CCCN(C2=C1)C1=CC=C(C=C1)C(F)(F)F 7-nitro-1-[4-(trifluoromethyl)phenyl]-3,4-dihydro-2H-quinoline